C1(CCCCC1)NC(=NC1CCCCC1)NC1CCCCC1 1,2,3-tricyclohexylguanidine